CN1C=C(C2=CC=CC=C12)CCCC=C 1-methyl-3-(pent-4-en-1-yl)-1H-indole